BrC1=CC=C([Te]1)C=1C(N(C=2C=C(C(N(C2C1)CCCCC(CCCCCCCCCCCC)CCCCCCCCCC)=O)C=1[Te]C(=CC1)Br)CCCCC(CCCCCCCCCCCC)CCCCCCCCCC)=O 3,7-bis(5-bromotellurophen-2-yl)-1,5-bis(5-decylheptadecyl)-1,5-dihydro-1,5-naphthyridine-2,6-dione